3-cyclopropyl-7-(6-(methyl(2,2,6,6-tetramethyl-piperidin-4-yl)amino)pyridazin-3-yl)isoquinolin-6-ol C1(CC1)C=1N=CC2=CC(=C(C=C2C1)O)C=1N=NC(=CC1)N(C1CC(NC(C1)(C)C)(C)C)C